C1(CCCCC1)N1CCC(CC1)C(=O)OCC([C@H](C[C@H]1C(NCC1)=O)NC([C@H](CC(C)C)NC(=O)C=1NC2=CC=CC(=C2C1)OC)=O)=O (S)-3-((S)-2-(4-methoxy-1H-indole-2-carboxamido)-4-methylpentanamido)-2-oxo-4-((S)-2-oxopyrrolidin-3-yl)butyl 1-cyclohexylpiperidine-4-carboxylate